2-(2,6-Dioxopiperidin-3-yl)-5,6-difluoro-dihydro-isoindole-1,3-dione O=C1NC(CCC1N1C(C2=CC(=C(CC2C1=O)F)F)=O)=O